(1R)-3-((R)-3-(azetidine-3-yl)piperidin-1-yl)cyclopentane-1-carboxylic acid N1CC(C1)[C@@H]1CN(CCC1)C1C[C@@H](CC1)C(=O)O